(1'R,2'R,4'S)-3-chloro-5'-methyl-2'-(prop-1-en-2-yl)-4-propyl-1',2',3',4'-tetrahydro-[1,1'-biphenyl]-2,4',6-triol ClC1=C(C(=C(C=C1CCC)O)[C@H]1[C@@H](C[C@@H](C(=C1)C)O)C(=C)C)O